Tert-butyl N-[(5S,8S,10aR)-8-{[(4R)-3,4-dihydro-2H-1-benzopyran-4-yl]carbamoyl}-6-oxo-3-(2,2,2-trifluoroethyl)-decahydropyrrolo[1,2-a][1,5]diazocin-5-yl]carbamate O1CC[C@H](C2=C1C=CC=C2)NC(=O)[C@@H]2CC[C@H]1N2C([C@H](CN(CC1)CC(F)(F)F)NC(OC(C)(C)C)=O)=O